S1N=CC2=C1N=CO2 oxazolo[5,4-d]isothiazole